(2S)-2-amino-3-[(2S)-6-fluoro-3-oxo-4H-1,4-benzoxazin-2-yl]propanamide N[C@H](C(=O)N)C[C@@H]1OC2=C(NC1=O)C=C(C=C2)F